CC1CC2(C=3N1N=C(C3)C=3C=NC1=CC=CC=C1C3)CN(C2)C(CN2CCOCC2)=O 1-[6'-methyl-2'-(quinolin-3-yl)-5',6'-dihydrospiro[azetidine-3,4'-pyrrolo[1,2-b]pyrazol]-1-yl]-2-(morpholin-4-yl)ethan-1-one